BrC=1C=C2C=NN(C2=CC1C(=O)OC)CC(C)C methyl 5-bromo-1-isobutyl-1H-indazole-6-carboxylate